(R*)-(5,6-dihydrobenzo[6,7]oxepino[2,3-b]pyridin-5-yl)methanamine N1=C2C(=CC=C1)[C@@H](CC1=C(O2)C=CC=C1)CN |o1:6|